(Z)-5-(3-(trifluoromethyl)benzylidene)oxazolidine-2,4-dithione FC(C=1C=C(\C=C/2\C(NC(O2)=S)=S)C=CC1)(F)F